tert-butyl 2-((tert-butoxycarbonyl)(ethyl)amino)-7,8-dihydro-4H-pyrazolo[1,5-a][1,4]diazepine-5(6H)-carboxylate C(C)(C)(C)OC(=O)N(C1=NN2C(CN(CCC2)C(=O)OC(C)(C)C)=C1)CC